5-chloro-3-fluoro-2-nitropyridine ClC=1C=C(C(=NC1)[N+](=O)[O-])F